(R)-N-(4-bromo-3-methylbenzyl)-4-(2-(3-fluoro-4-methylphenyl)-2H-pyrazolo[3,4-d]pyrimidin-4-yl)-1-methylpiperazine-2-carboxamide BrC1=C(C=C(CNC(=O)[C@@H]2N(CCN(C2)C=2C=3C(N=CN2)=NN(C3)C3=CC(=C(C=C3)C)F)C)C=C1)C